ClC1=C(C=C(C=C1)C1=CCC2(CCN(C2)C(=O)OC(C)(C)C)CC1)F tert-butyl 8-(4-chloro-3-fluoro-phenyl)-2-azaspiro[4.5]dec-7-ene-2-carboxylate